CN(C)CCNCCN(C)C di(N,N-dimethylaminoethyl)amine